C(CCC)O Butan-1-ol